O1C(OCC1)C1=C(CCN(C2=NC=CC(=N2)NC=2N=CC3=C(C=CC(=C3C2)C(C)C)N2CC(C2)CS(=O)(=O)C)C)C=CC=C1OCC1=CC=C(C=C1)OC N2-(2-(1,3-dioxolan-2-yl)-3-((4-methoxybenzyl)oxy)phenethyl)-N4-(5-isopropyl-8-(3-((methylsulfonyl)methyl)azetidin-1-yl)isoquinolin-3-yl)-N2-methylpyrimidine-2,4-diamine